(R)-tert-butyl (1-oxo-1-(6-azaspiro[2.5]octan-6-yl)propan-2-yl)carbamate O=C([C@@H](C)NC(OC(C)(C)C)=O)N1CCC2(CC2)CC1